CC1=CC(=NN1C1OCCCC1)NC1=NC=CC(=C1)OC=1C=NC(=CC1)[N+](=O)[O-] N-(5-methyl-1-(tetrahydro-2H-pyran-2-yl)-1H-pyrazol-3-yl)-4-((6-nitropyridin-3-yl)oxy)pyridin-2-amine